4-(2,5-dihydroxyphenyl)-1,2,3-thiadiazole OC1=C(C=C(C=C1)O)C=1N=NSC1